NC=1C=C(C=CC1C)NC(C1=CC=C(C=C1)CN1CCN(CC1)C)=O N-(3-Amino-4-methylphenyl)-4-((4-methylpiperazin-1-yl)methyl)benzamide